FC=CP(OC=CF)(OC=CF)=O di(2-fluorovinyl) (2-fluorovinyl)phosphonate